FC(C=1C(=NC2=CC=CC=C2C1)N)(F)F 3-(trifluoromethaneyl)quinolin-2-amine